C(C)(C)(C)OC(C1=CN=C(C=C1CCCCCO)Cl)=O 6-chloro-4-(5-hydroxypentyl)nicotinic acid tert-butyl ester